7'-(4-(morpholinosulfonyl)phenyl)-2'-oxo-1',4'-dihydro-2'H-spiro[pyrrolidine-3,3'-quinoline]-1-carbonitrile O1CCN(CC1)S(=O)(=O)C1=CC=C(C=C1)C1=CC=C2CC3(C(NC2=C1)=O)CN(CC3)C#N